N-{3-[1-(3-cyclohexylpropyl)-1H-1,2,3,4-tetrazol-5-yl]phenyl}-2-cyclopropyl-4-[(pyridin-2-yl)methoxy]aniline C1(CCCCC1)CCCN1N=NN=C1C=1C=C(C=CC1)NC1=C(C=C(C=C1)OCC1=NC=CC=C1)C1CC1